3-(benzofuran-2-yl)-3-chloroacrylonitrile O1C(=CC2=C1C=CC=C2)C(=CC#N)Cl